S(=O)=CC(=O)O Sulfinyl-acetic acid